C(CC=C)OC1=C(C(=CC(=C1)F)C)C1=CC(=C(C(=C1)C(F)(F)F)F)[C@H](CC(=O)OCC)NC(=O)OC(C)(C)C Ethyl (S)-3-(2'-(but-3-en-1-yloxy)-4,4'-difluoro-6'-methyl-5-(trifluoromethyl)-[1,1'-biphenyl]-3-yl)-3-((tert-butoxycarbonyl)amino)propanoate